ethyl 2-(5-amino-2-oxopyridin-1(2H)-yl)acetate NC=1C=CC(N(C1)CC(=O)OCC)=O